cerotoylcarnitine C(CCCCCCCCCCCCCCCCCCCCCCCCC)(=O)C(O)(C[N+](C)(C)C)CC([O-])=O